CC1=NOC(=C1C=1C=C(OC2=C(C=C(C=C2C)NC(CCN2C=NC=C2)=O)C)C=C(C1)C)C N-(4-(3-(3,5-dimethylisoxazol-4-yl)-5-methylphenoxy)-3,5-dimethylphenyl)-3-(1H-imidazol-1-yl)propanamide